BN borylamine